(E)-5-(2-ethoxyvinyl)-6-methyl-cyanopyridine C(C)O/C=C/C=1C=CC(=NC1C)C#N